N-(2-(4-ethylpiperazin-1-yl)-5-(4-(4-((6-(trifluoromethyl)pyridazin-3-yl)oxy)phenyl)-piperidine-1-carbonyl)phenyl)-1-(p-tolyl)methanesulfonamide C(C)N1CCN(CC1)C1=C(C=C(C=C1)C(=O)N1CCC(CC1)C1=CC=C(C=C1)OC=1N=NC(=CC1)C(F)(F)F)NS(=O)(=O)CC1=CC=C(C=C1)C